2-((4,5-dibromothiophen-2-yl)methoxy)tetrahydro-2H-pyran tert-butyl-4-((4-bromo-2-fluoropyridin-3-yl)(hydroxy)methyl)piperidine-1-carboxylate C(C)(C)(C)OC(=O)N1CCC(CC1)C(O)C=1C(=NC=CC1Br)F.BrC=1C=C(SC1Br)COC1OCCCC1